CSCCCCCCN=C=S 6-(METHYLTHIO)HEXYL ISOTHIOCYANATE